C(C)(C)(C)OC(=O)N1CCN(CC1)C=1C=2C(N=CC1)=C(NN2)C(=O)OCC ethyl 7-[4-(tert-butoxycarbonyl)piperazin-1-yl]-2H-pyrazolo[4,3-b]pyridine-3-carboxylate